2,2-dimethyl-3-lauroyl-oxypropanal CC(C=O)(COC(CCCCCCCCCCC)=O)C